COC(C1=CC(=C(C=C1)Cl)[N+](=O)[O-])=O 3-nitro-4-chloro-benzoic acid methyl ester